COCCN1N=CC(=C1)C1=C2C(=NC=C1)N(N=C2CNC(C=C)=O)C2=CC=C(C=C2)OC(F)(F)F N-[[4-[1-(2-methoxyethyl)pyrazol-4-yl]-1-[4-(trifluoromethoxy)phenyl]pyrazolo[3,4-b]pyridin-3-yl]methyl]prop-2-enamide